1-(4-((2-(trifluoromethyl)benzyl)amino)pyrido[2,3-d]pyrimidin-2-yl)azetidine FC(C1=C(CNC=2C3=C(N=C(N2)N2CCC2)N=CC=C3)C=CC=C1)(F)F